C(#N)[C@H](C[C@H]1C(NCC1)=O)NC(=O)[C@H]1N(C[C@@H]2[C@@H]3CC[C@H]([C@H]12)O3)C([C@H](C(C)(C)C)NC(C(F)(F)F)=O)=O (1S,3aR,4S,7R,7aS)-N-((S)-1-cyano-2-((S)-2-oxopyrrolidin-3-yl)ethyl)-2-((S)-3,3-dimethyl-2-(2,2,2-trifluoroacetamido)butanoyl)octahydro-1H-4,7-epoxyisoindole-1-carboxamide